1-(4-(1,1-dioxidothiomorpholin-3-yl)phenyl)-3-(4-methoxybenzyl)urea O=S1(CC(NCC1)C1=CC=C(C=C1)NC(=O)NCC1=CC=C(C=C1)OC)=O